BrC1=NN(C=2C=CC(=C(C12)N)C)C1OCCCC1 3-Bromo-5-methyl-1-(tetrahydro-2H-pyran-2-yl)-1H-indazol-4-amine